IC=1C=C(CO[C@H]2C[C@@]3(CCCN3C2)C(=O)OC)C=CC1 methyl (2S,7aS)-2-((3-iodobenzyl)oxy)tetrahydro-1H-pyrrolizine-7a(5H)-carboxylate